ClCN1C=2N(C=CC1=O)C(C(=C(N2)C(F)(F)F)C=2C=NN(C2)CC(C(F)(F)F)(F)F)=O 1-(Chloromethyl)-7-[1-(2,2,3,3,3-pentafluoropropyl)-1H-pyrazol-4-yl]-8-(trifluoromethyl)-1H,2H,6H-pyrimido[1,2-a][1,3]diazine-2,6-dione